OP(O)OP(O)O.C(CCCCCCCC)C(O)(C(CO)(CO)CO)C1=CC=CC=C1.C(CCCCCCCC)C(O)(C(CO)(CO)CO)C1=CC=CC=C1 bis(nonylphenylpentaerythritol) diphosphite